(R)-2-(2-((6-(1-aminoisoquinolin-5-yl)-2,3-dihydro-1H-inden-1-yl)oxy)phenyl)acetic acid NC1=NC=CC2=C(C=CC=C12)C1=CC=C2CC[C@H](C2=C1)OC1=C(C=CC=C1)CC(=O)O